NC1C(CC(CC1C)C(C)(CC)C1CC(C(C(C1)C)N)C)C 2,2-bis(4-amino-3,5-dimethylcyclohexyl)-butane